2-Naphthylacrylate C1=C(C=CC2=CC=CC=C12)OC(C=C)=O